ClC=1C(=NC2=CC(=CC=C2N1)OC=1C=CC2=C(NC(=N2)C)C1)C=1C=NN(C1)C1CN(CCC1)C chloro-7-((2-methyl-1H-benzo[d]imidazol-6-yl)oxy)-2-(1-(1-methylpiperidin-3-yl)-1H-pyrazol-4-yl)quinoxaline